4-((S)-4-acryloyl-2-methylpiperazin-1-yl)-7-(6-amino-3-chloro-2-fluorophenyl)-6-chloro-1-(2-isopropyl-4-(methylsulfanyl)pyridin-3-yl)pyrido[2,3-d]pyrimidin-2(1H)-one C(C=C)(=O)N1C[C@@H](N(CC1)C=1C2=C(N(C(N1)=O)C=1C(=NC=CC1SC)C(C)C)N=C(C(=C2)Cl)C2=C(C(=CC=C2N)Cl)F)C